triethylamine benzenesulfinate salt C1(=CC=CC=C1)S(=O)O.C(C)N(CC)CC